BrC1(C(C1CCCCCC)CCOCC1=CC=CC=C1)Br ((2-(2,2-dibromo-3-hexylcyclopropyl)ethoxy)methyl)benzene